2-(4-(2,4-difluorophenoxy)piperidin-1-yl)-N-methyl-3-(1-methyl-1H-pyrazol-4-yl)pyrido[3,4-b]pyrazin-7-amine FC1=C(OC2CCN(CC2)C=2N=C3C(=NC2C=2C=NN(C2)C)C=NC(=C3)NC)C=CC(=C1)F